2,2'-dithiodibenzoamide C(C1=C(C=CC=C1)SSC1=C(C(=O)N)C=CC=C1)(=O)N